(1R,3r,5S)-8-methyl-8-azabicyclo[3.2.1]octan CN1[C@@H]2CCC[C@H]1CC2